6-Fluoro-5-nitro-1H-indole FC1=C(C=C2C=CNC2=C1)[N+](=O)[O-]